O=C1OC2CC(N1)(C2)C(=O)OC(C)C propan-2-yl (1s,5s)-3-oxo-2-oxa-4-azabicyclo[3.1.1]heptane-5-carboxylate